CN1CCN(CCC1)C1=NC=2N3C4=CC=CC=C4NC3=C(C(C2C=N1)=O)C(=O)OCC ethyl 4-(4-methyl-1,4-diazepan-1-yl)-8-oxo-1,3,5,11-tetraazatetracyclo[8.7.0.02,7.012,17]heptadeca-2(7),3,5,9,12,14,16-heptaene-9-carboxylate